Cl.CNCC1=NC=NC=C1 N-methyl-1-pyrimidin-4-yl-methanamine hydrochloride